2-(Difluoromethyl)-2-methylbutyryl chloride FC(C(C(=O)Cl)(CC)C)F